[Na].N1(C)C(=O)N(C)C=2N=CNC2C1=O.[Na] sodium theophylline sodium salt